C(C1=CC=CC=C1)N(P(O)(O)=O)CC1=CC=CC=C1.P(OC1=CC=CC=C1)(OC1=CC=CC=C1)(=O)N diphenyl phosphoramidate (dibenzyl phosphoramidate)